C[C@]12CC(C[C@](CC1)(N2)C)SC=2N=CC(=NC2)C2=C(C=C(C=C2)N2C=NC=C2)O 2-(5-(((1R,3s,5S)-1,5-dimethyl-8-azabicyclo[3.2.1]octan-3-yl)thio)pyrazin-2-yl)-5-(1H-imidazol-1-yl)phenol